FC(C1=NN=C(O1)CC(=O)N1[C@@H](C[C@H](C1)F)C(=O)N[C@H](C1=NC=C(C=C1)C(C)C)C1=CC=CC=C1)F (2S,4R)-1-{2-[5-(difluoromethyl)-1,3,4-oxadiazol-2-yl]acetyl}-4-fluoro-N-[(S)-phenyl[5-(propan-2-yl)pyridin-2-yl]methyl]pyrrolidine-2-carboxamide